[Na+].S1C(=NC2=C1C=CC=C2)SCCCS(=O)(=O)[O-] 3-(2-benzthiazolylthio)-1-propanesulfonic acid, sodium salt